5-(1'-(8-cyclopropyl-4-methoxyquinoline-2-carbonyl)-1-oxospiro[isochroman-3,4'-piperidine]-7-yl)nicotinic acid C1(CC1)C=1C=CC=C2C(=CC(=NC12)C(=O)N1CCC2(CC1)OC(C1=CC(=CC=C1C2)C=2C=NC=C(C(=O)O)C2)=O)OC